C(CCC)S(=O)(=O)O n-butanesulphonic acid